C(CCCCC(=O)OCCCCC)(=O)OCCCCC din-pentyl adipate